1-methyl-N-(4-phenylbutan-2-yl)-1H-pyrrolo[2,3-b]pyridine-5-carboxamide CN1C=CC=2C1=NC=C(C2)C(=O)NC(C)CCC2=CC=CC=C2